C(CCC)SC1=C(C=2C(=NC(=CC2C2=CC=CC=C2)C=2SC=CC2)S1)NC(C)=O N-(2-(butylthio)-4-phenyl-6-(thiophen-2-yl)thieno[2,3-b]pyridin-3-yl)acetamide